(2-((3-Chloro-4-(methylsulfonyl)phenyl)amino)-4-(2-methylpyridin-4-yl)thiazol-5-yl)methanol ClC=1C=C(C=CC1S(=O)(=O)C)NC=1SC(=C(N1)C1=CC(=NC=C1)C)CO